NC1=C2C=NN(C2=CC=C1)CC#N 2-(4-amino-1H-indazol-1-yl)acetonitrile